bromo-3-{[1-(3-methylpyridin-2-yl)ethyl]oxy}-2-nitropyridine BrC1=C(C(=NC=C1)[N+](=O)[O-])OC(C)C1=NC=CC=C1C